1-hydroxy-3,6,9,12-tetraoxapentadecane-15-oic acid methyl ester COC(CCOCCOCCOCCOCCO)=O